3-(N-(5-cyano-2-(thiophen-2-yl)phenyl)sulfamoyl)-4-methoxybenzoic Acid C(#N)C=1C=CC(=C(C1)NS(=O)(=O)C=1C=C(C(=O)O)C=CC1OC)C=1SC=CC1